4-(6-(4-aminopiperidin-1-yl)-3-(2,5-difluoro-4-methoxyphenyl)-4-hydroxy-pyridin-2-yl)-2-fluorobenzonitrile hydrochloride Cl.NC1CCN(CC1)C1=CC(=C(C(=N1)C1=CC(=C(C#N)C=C1)F)C1=C(C=C(C(=C1)F)OC)F)O